Ethyl 2-(6-(3-(difluoromethoxy)-4-fluorophenyl)-1H-pyrazolo[3,4-b]pyrazin-1-yl)acetate FC(OC=1C=C(C=CC1F)C1=CN=C2C(=N1)N(N=C2)CC(=O)OCC)F